O=C1NC(CCC1N1C(C2=CC=CC(=C2C1=O)OCCOCCOCCC(=O)OC(C)(C)C)=O)=O T-butyl 3-(2-(2-((2-(2,6-dioxopiperidin-3-yl)-1,3-dioxoisoindolin-4-yl)oxy)ethoxy)ethoxy)propanoate